OC=1C(=CC2=C(N(C([C@H]3N(C2=O)CC=C(C3)C3=CC=C(C=C3)S(NC)(=O)=O)OC)C(=O)OCC=C)C1)OC allyl (6aS)-3-hydroxy-2,6-dimethoxy-8-(4-(N-methylsulfamoyl)phenyl)-12-oxo-6,6a,7,10-tetra-hydrobenzo[e]pyrido[1,2-a][1,4]diazepine-5(12H)-carboxylate